S(=O)(=O)(O)CC.N[C@@H]([C@@H](C)CC)C(=O)OCCCCCCCCCCCCCCCCCC stearyl isoleucinate esylate